2-cyano-2-hydroxyiminoacetamide sodium salt [Na+].C(#N)C(C(=O)[NH-])=NO